FC(OC1=C(C=C(C=C1)C=1OC=C(N1)CC1=NC=C(C=C1)C(N)=O)OC(C)C)F (2-(4-(difluoromethoxy)-3-isopropoxyphenyl)oxazol-4-yl)methyl-5-carbamoyl-pyridine